5,7-dihydroxyl-8-methoxyl-flavone OC1=C2C(C=C(OC2=C(C(=C1)O)OC)C1=CC=CC=C1)=O